tris-dimethylamino-fluoro-silane CN(C)[Si](F)(N(C)C)N(C)C